[N-]=C=O.CC1(CC=CC=C1)C1=CC(=CC=C1)C 1,3'-dimethylbiphenyl isocyanate